4-(7-(3-Aminopiperidin-1-yl)-3-(5-methylpyridin-2-yl)-3H-imidazo[4,5-b]pyridin-2-yl)-2-fluorobenzonitrile NC1CN(CCC1)C1=C2C(=NC=C1)N(C(=N2)C2=CC(=C(C#N)C=C2)F)C2=NC=C(C=C2)C